2,4,5-trimethyl-4,5-dihydro-2H-[1,2,3]triazolo[4',5':4,5]pyrido[3,2-d]pyrimidin-6-amine CN1N=C2C(C3=NC=NC(=C3N(C2C)C)N)=N1